tert-butyl (S)-2-((2-(4-(N,N-bis(4-methoxybenzyl)sulfamoyl)-2,6-difluorophenyl)-7-chloroimidazo[1,2-a]pyridin-3-yl) methyl)morpholine-4-carboxylate COC1=CC=C(CN(S(=O)(=O)C2=CC(=C(C(=C2)F)C=2N=C3N(C=CC(=C3)Cl)C2C[C@H]2CN(CCO2)C(=O)OC(C)(C)C)F)CC2=CC=C(C=C2)OC)C=C1